N-(3-chlorophenyl)prop-2-ynamide ClC=1C=C(C=CC1)NC(C#C)=O